(Z)-2-fluoro-3-(piperazin-2-yl)acrylic acid F\C(\C(=O)O)=C/C1NCCNC1